C(C)NCC N-ethyl-ethylamine